N=1SC(=C2C1C=CC=C2)N2CCC(CC2)C=2N(C=C(N2)C(=O)N)CC2COC2 (1-(benzo[c]isothiazol-3-yl)piperidin-4-yl)-1-(oxetan-3-ylmethyl)-1H-imidazole-4-carboxamide